CC1(C2C3C4C=CC(C3C(C1)C2)C4)C(=O)OCC 8-methyl-8-ethoxyCarbonyltetracyclo[4.4.0.12,5.17,10]-3-dodecene